C(C)(C)(C)OC(C[C@H](NC(=O)NC1C(N(C=C(C1=O)C)C)=O)C1=CC=C(C=C1)C1=CC=CC=C1)=O (S)-3-(biphenyl-4-yl)-3-(3-(1,5-dimethyl-4-oxo-2-oxo-1,2-dihydropyridin-3-yl)ureido)propanoic acid tert-butyl ester